6,8-dibromo-2-methyl-3-[2-(D-xylosylamino)phenyl]-4(3H)-quinazolinone BrC=1C=C2C(N(C(=NC2=C(C1)Br)C)C1=C(C=CC=C1)NC1[C@H](O)[C@@H](O)[C@H](O)CO1)=O